NC1=NC2=CC=C(C=C2C=C1C)C(=O)N(CC1=NC=C(C=C1)C(F)(F)F)C[C@H]1[C@H](COCC1)C 2-amino-3-methyl-N-(((3R,4R)-3-methyltetrahydro-2H-pyran-4-yl)methyl)-N-((5-(trifluoromethyl)-2-pyridinyl)methyl)-6-quinolinecarboxamide